FC1=C(C=CC=C1)[B-](C1=C(C=CC=C1)F)(C1=C(C=CC=C1)F)C1=C(C=CC=C1)F.C(C)(=O)C1=CC=C(C=C1)SC1=CC=C(C=C1)[S+](C1=CC=C(C=C1)SC1=CC=C(C=C1)C(C)=O)C1=CC=C(C=C1)SC1=CC=C(C=C1)C(C)=O tris[4-(4-acetylphenyl)thio-phenyl]sulfonium tetrakis(fluorophenyl)borate